C(C)(=O)N1[C@H](C[C@H](C2=CC(=CC=C12)C1=CC=C(C(=O)NCCOCCOCCOCCOCCOCCNC(CCl)=O)C=C1)NC1=CC=C(C=C1)Cl)C 4-((2S,4R)-1-acetyl-4-((4-chlorophenyl)amino)-2-methyl-1,2,3,4-tetrahydroquinolin-6-yl)-N-(1-chloro-2-oxo-6,9,12,15,18-pentaoxa-3-azaicosan-20-yl)benzamide